NC(COC1=C(C=C(C(=O)O)C=C1)OC)=O 4-(2-amino-2-oxoethoxy)-3-methoxybenzoic acid